C(C)(C)(C)OC(NS(NCC1=CC(=CC=C1)C1=NN(C(C2=CC=CC=C12)=O)C)(=O)=O)=O (3-(3-methyl-4-oxo-3,4-dihydro-phthalazin-1-yl)benzyl)sulfamoyl-carbamic acid tert-butyl ester